C1NCC12CC(C2)N2N=CC1=CC(=C(C=C21)C=2C=1C=NN(C1C=CC2)CC(=O)OCC)F ethyl 2-(1'-{2-azaspiro[3.3]heptan-6-yl}-5'-fluoro-[4,6'-biindazol]-1-yl)acetate